FC1=C(C=CC=C1)C1=NNC=C1C=1N=C2C=C(C=NC2=CC1)N1CC(CC1)N 1-[6-[3-(2-fluorophenyl)-1H-pyrazol-4-yl]-1,5-naphthyridin-3-yl]pyrrolidin-3-amine